N[C@H](C(=O)O)CN l-α,β-diaminopropionic acid